8-(3-bromophenyl)quinoline BrC=1C=C(C=CC1)C=1C=CC=C2C=CC=NC12